C1(CC1)C1=NC=NC(=C1C1=NN2C(=NC=CC2=N1)CC1=CC=C(C=C1)C=1N(C=C(N1)C(F)(F)F)C)OC 2-(4-cyclopropyl-6-methoxypyrimidin-5-yl)-5-(4-(1-methyl-4-(trifluoromethyl)-1H-imidazol-2-yl)benzyl)-[1,2,4]triazolo[1,5-c]pyrimidine